N[C@@H]1CN(CC[C@H]1F)C1=NC2=C(N1CC(=O)N1CCC1)C=C(C=C2)F 2-(2-((3r,4r)-3-amino-4-fluoropiperidin-1-yl)-6-fluoro-1H-benzo[d]imidazol-1-yl)-1-(azetidin-1-yl)ethan-1-one